FC=1C=C(C=CC1F)C1=[N+](C=CC(=C1)C(=O)OC)[O-] 2-(3,4-difluorophenyl)-4-(methoxycarbonyl)pyridine 1-oxide